ClC1=C(CN2C(=C(C3=CC(=CC=C23)OC)C2=CC=C(C=C2)CC(C)C)C)C=CC=C1 1-(2-chlorobenzyl)-3-(4-isobutylphenyl)-5-methoxy-2-methyl-1H-indole